O=C1C=NC2=NC=CC=C21 3-oxo-pyrrolo[2,3-b]pyridin